7-(cyclopropylmethoxy)-6-methoxy-1-(2-(6-methyl-1H-indol-3-yl)ethyl)-3,4-dihydroisoquinoline-2(1H)-formaldehyde C1(CC1)COC1=C(C=C2CCN(C(C2=C1)CCC1=CNC2=CC(=CC=C12)C)C=O)OC